C(=O)(C1=C2C(OC(C2=CC=C1)=O)=O)C1=C2C(OC(C2=CC=C1)=O)=O 4,4'-carbonylbis(1,3-isobenzofurandione)